6-morpholino-quinoline-4-carboxylic acid O1CCN(CC1)C=1C=C2C(=CC=NC2=CC1)C(=O)O